O[C@H](COC=1C=C(C=CC1)S(=O)(=O)N[C@@H](CO)C)CNC1COC2(C1)CCN(CC2)S(=O)(=O)C2=CC1=CC=CC=C1C=C2 3-((2S)-2-hydroxy-3-(8-(naphthalen-2-ylsulfonyl)-1-oxa-8-azaspiro[4.5]dec-3-ylamino)propoxy)-N-((R)-1-hydroxypropan-2-yl)benzenesulfonamide